ethyl chloromethylsulfonate ClCS(=O)(=O)OCC